tert-butyl 4-(4-amino-3-iodo-1H-pyrazolo[3,4-d]pyrimidin-1-yl)piperidine-1-carboxylate NC1=C2C(=NC=N1)N(N=C2I)C2CCN(CC2)C(=O)OC(C)(C)C